2-Nitroacridin-9(10H)-on [N+](=O)([O-])C1=CC=2C(C3=CC=CC=C3NC2C=C1)=O